2-Benzylsulfanyl-6-fluoro-pyridin-3-ol C(C1=CC=CC=C1)SC1=NC(=CC=C1O)F